BrC=1SC2=C(C1F)CC(CC2)NC(OC(C)(C)C)=O tert-butyl N-(2-bromo-3-fluoro-4,5,6,7-tetrahydrobenzothiophen-5-yl)carbamate